CC1(CC[N+]2=NOC(=C21)[O-])C 4,4-dimethyl-5,6-dihydro-4H-pyrrolo[1,2-c][1,2,3]oxadiazol-7-ium-3-olate